OC1(CCN(CC1)C(C[C@@H](C)C1=CC=CC=C1)=O)CN1C=NC(=CC1=O)NCCNC1=NC=CC(=N1)C(F)(F)F (R)-3-((4-hydroxy-1-(3-phenylbutanoyl)piperidin-4-yl)methyl)-6-((2-((4-(trifluoromethyl)pyrimidin-2-yl)amino)ethyl)amino)pyrimidin-4(3H)-one